FC1=CC=C(C=2C(CC(C12)(C)C)C)N 7-fluoro-1,1,3-trimethyl-2,3-dihydro-1H-indene-4-amine